NC1=NC=CC=C1NC(=O)C1=CC2=C(N=C(N=C2)NC=2C=NC(=CC2)OC2=NN(C=C2)CC)N(C1=O)C N-(2-aminopyridin-3-yl)-2-((6-((1-ethyl-1H-pyrazol-3-yl)oxy)pyridin-3-yl)amino)-8-methyl-7-oxo-7,8-dihydropyrido[2,3-d]pyrimidine-6-carboxamide